ClC1=CC=C(C=C1)C1(CN(CC1)CCC(C)C)NS(=O)(=O)C1=CC=C(C=C1)OC(F)(F)F N-(3-(4-chlorophenyl)-1-isopentylpyrrolidin-3-yl)-4-(trifluoromethoxy)benzene-sulfonamide